C1(=CC=CC=C1)C1=NNC(C=2C=C3C(=CC12)C=CC=C3)=O 4-phenylbenzo[g]phthalazin-1(2H)-one